3-amino-2-(4-aminophenyl)-N-[3-(1H-pyrazol-4-yl)-1H-indol-7-yl]propanamide NCC(C(=O)NC=1C=CC=C2C(=CNC12)C=1C=NNC1)C1=CC=C(C=C1)N